C(CC)(=O)N([C@@H](CCSC)C(=O)O)O N-propionylhydroxymethionine